ClCCCCCCCCCCCCCCC chloro-pentadecane